2-[6-[(5-chloro-2-pyridyl)oxy]-2-azaspiro[3.3]heptane-2-carbonyl]-2,5-diazaspiro[3.4]octan-6-one ClC=1C=CC(=NC1)OC1CC2(CN(C2)C(=O)N2CC3(C2)NC(CC3)=O)C1